1-(1-(5-(2-((4-(trifluoromethyl)phenyl)amino)phenyl)-1,3,4-oxadiazol-2-yl)cyclopropyl)urea FC(C1=CC=C(C=C1)NC1=C(C=CC=C1)C1=NN=C(O1)C1(CC1)NC(=O)N)(F)F